1-(4-Bromophenyl)hexahydropyrimidine-2,4-dione BrC1=CC=C(C=C1)N1C(NC(CC1)=O)=O